(S)-3-(4-amino-1-oxoisoindolin-2-yl)pyrrolidine-2,5-dione NC1=C2CN(C(C2=CC=C1)=O)[C@@H]1C(NC(C1)=O)=O